N(=[N+]=[N-])C1=CC=C(C(=O)N)C=C1 4-Azidobenzamide